rel-(R)-2-[5-chloro-6-(3,3-difluoro-1-methyl-cyclopentyl)-2-methyl-3-pyridyl]-4-oxo-1H-1,6-naphthyridine-5-carboxamide ClC=1C=C(C(=NC1[C@]1(CC(CC1)(F)F)C)C)C=1NC=2C=CN=C(C2C(C1)=O)C(=O)N |o1:7|